FC1=CC=C2C3=C(NC2=C1)C(=NC(=C3)C(=O)OC)C3=CC=C(C=C3)N(S(=O)(=O)C3=CC=CC=C3)C methyl 7-fluoro-1-(4-(N-methylphenylsulfonamido)phenyl)-9H-pyrido[3,4-b]indole-3-carboxylate